C(CC(C)C)C(COC)CC(COC)CCC(C)C 2,4-diisoamyl-1,5-dimethoxypentane